O[C@H]1[C@H](C[C@@]2(C(C[C@H]3[C@@H]4CC[C@H]([C@@H]([C@H]([C@@H]([C@@H](CC)C(C)C)O)O)C)[C@]4(CC[C@@H]3[C@]2(C1)C)C)=O)O)O (22R,23R,24S)-2a,3α,5α,22,23-pentahydroxy-stigmastan-6-one